dihydrospiro[cyclopenta[b]pyridine-5,4'-piperidin]-2(1H)-one N1CCC2(CC1)C=CC=1NC(CCC12)=O